C(C)(=O)OCCC(CC(CC(CC)C)C)C 3,5,7-TRIMETHYLNONYL ACETATE